C12CN(CC2C1)CC(CON1CCC(CC1)C)O N-(3-(3-azabicyclo[3.1.0]hex-3-yl)-2-hydroxypropoxy)-4-methylpiperidine